3-Tert-butyl(2-((1-(4-amino-3-(methylamino)phenyl) piperidin-4-yl) methoxy)ethyl)(methyl)carbamate C(C)(C)(C)C1CN(CCC1COCCN(C([O-])=O)C)C1=CC(=C(C=C1)N)NC